tert-butyl 3-[3-[5-(2,2-dimethylpropyl)-1,3,4-thiadiazol-2-yl]-1-bicyclo[1.1.1]pentanyl]azetidine-1-carboxylate CC(CC1=NN=C(S1)C12CC(C1)(C2)C2CN(C2)C(=O)OC(C)(C)C)(C)C